C(CCCCCCCCCCCC)C(C(=O)O)CBr tridecyl-3-bromopropionic acid